NC1=NC=CC=C1C1=NC=2C(=NC(=CC2)C2=CC=CC=C2)N1C1=CC=C(CNC(=O)C2=CC(=C(C(=O)O)C=C2)N(C)C)C=C1 4-((4-(2-(2-aminopyridin-3-yl)-5-phenyl-3H-imidazo[4,5-b]pyridin-3-yl)benzyl)carbamoyl)-2-(dimethylamino)benzoic acid